methyl (2E)-2-[2-(bromomethyl)-3-methyl-phenyl]-2-methoxyiminoacetate BrCC1=C(C=CC=C1C)\C(\C(=O)OC)=N/OC